3-[5-[1-(8-amino-2-hydroxy-octyl)-4-piperidyl]-3-methyl-2-oxo-benzimidazol-1-yl]piperidine-2,6-dione hydrochloride Cl.NCCCCCCC(CN1CCC(CC1)C1=CC2=C(N(C(N2C)=O)C2C(NC(CC2)=O)=O)C=C1)O